N1N=CN=C1N 1H-1,2,4-triazol-5-amin